5-aminopentane-1,2,3,4-tetraol NCC(C(C(CO)O)O)O